trans-6-Bromo-4-(4-(cyclopropyl(2-((2-(trimethylsilyl)ethoxy)methoxy)phenyl)-amino)cyclohexyl)-1-methyl-3,4-dihydropyrido[2,3-b]pyrazin-2(1H)-one BrC=1C=CC2=C(N(CC(N2C)=O)[C@@H]2CC[C@H](CC2)N(C2=C(C=CC=C2)OCOCC[Si](C)(C)C)C2CC2)N1